dimethoxydi-p-toluenesulfonylsilane CO[Si](S(=O)(=O)C1=CC=C(C)C=C1)(S(=O)(=O)C1=CC=C(C)C=C1)OC